ClC1=C(C=CC=C1C=1C=CC(=NC1)N1C(C=CC=C1C)=O)C1C(NC(CC1)=O)=O 3-(2-chloro-3-(6-methyl-2-oxo-2H-[1,2'-bipyridin]-5'-yl)phenyl)piperidine-2,6-dione